rac-(Z)-methyl-(3-(2-toluenesulfonyl-hydrazono)cyclopentyl)carbamic acid tert-butyl ester C(C)(C)(C)OC(N(C1C\C(\CC1)=N/NS(=O)(=O)CC1=CC=CC=C1)C)=O